p-chlorobenzenesulfinic acid barium salt [Ba+2].ClC1=CC=C(C=C1)S(=O)[O-].ClC1=CC=C(C=C1)S(=O)[O-]